C1OCC2C1CN(C2)CC#CC2=NC=CC(=C2)N2C1CN(CC2CC1)C=1C=C(N=NC1N)C1=C(C=CC=C1)O 2-[5-[8-[2-[3-(1,3,3a,4,6,6a-hexahydrofuro[3,4-c]pyrrol-5-yl)prop-1-ynyl]-4-pyridyl]-3,8-diazabicyclo[3.2.1]octan-3-yl]-6-amino-pyridazin-3-yl]phenol